1-(6-(4-(1,1,1-trifluoropropan-2-yl)-4H-1,2,4-triazol-3-yl)pyridin-2-yl)-3-(4-(methylsulfonyl)phenyl)imidazolidin-2-one FC(C(C)N1C(=NN=C1)C1=CC=CC(=N1)N1C(N(CC1)C1=CC=C(C=C1)S(=O)(=O)C)=O)(F)F